ClC1=CC=C(C=C1)C=1C=C(C(N(N1)C=1C=NN(C1)C)=O)C(=O)N[C@H]1[C@H](C2=CC=CC=C2C1)O 6-(4-chlorophenyl)-N-((1S,2R)-1-hydroxy-2,3-dihydro-1H-inden-2-yl)-2-(1-methyl-1H-pyrazol-4-yl)-3-oxo-2,3-dihydropyridazine-4-carboxamide